(R)-1-(3-(1-(4-(2-fluoro-3-methoxyphenoxy)phenyl)-5-isopropylimidazo[1,5-a]pyrazin-3-yl)pyrrolidin-1-yl)prop-2-en-1-one FC1=C(OC2=CC=C(C=C2)C=2N=C(N3C2C=NC=C3C(C)C)[C@H]3CN(CC3)C(C=C)=O)C=CC=C1OC